sodium 4-ethoxy-2-(2-ethoxy-oxoethyl)-2-hydroxy-4-oxobutyrate C(C)OC(CC(C(=O)[O-])(O)CC(OCC)=O)=O.[Na+]